(5-(cyclopropanecarbonyl)-5,6,7,8-tetrahydro-1,5-naphthyridin-2-yl)-2-cyclopropyl-N-(4-fluorophenyl)acetamide C1(CC1)C(=O)N1C=2C=CC(=NC2CCC1)C(C(=O)NC1=CC=C(C=C1)F)C1CC1